copper sarcosinate N(C)CC(=O)[O-].[Cu+2].N(C)CC(=O)[O-]